Nα-palmitoylornithine C(CCCCCCCCCCCCCCC)(=O)N[C@@H](CCCN)C(=O)O